Methyl 5-[tert-butoxycarbonyl-(tert-butoxycarbonylamino)amino]thiophene-3-carboxylate C(C)(C)(C)OC(=O)N(C1=CC(=CS1)C(=O)OC)NC(=O)OC(C)(C)C